C(C)(C)(C)[Si](NCC)(NCC)C t-butylmethyl-bis(ethylamino)silane